N-(2,6-difluorophenyl)-4-(3-ethyl-4-methyl-5-oxo-4,5-dihydro-1H-1,2,4-triazol-1-yl)-2-{[(2S)-1,1,1-trifluoropropan-2-yl]oxy}benzamide FC1=C(C(=CC=C1)F)NC(C1=C(C=C(C=C1)N1N=C(N(C1=O)C)CC)O[C@H](C(F)(F)F)C)=O